C(C)(C)OC(=O)C1C2C3C4C=CC(C3C(C1)C2)C4 8-isopropoxycarbonyltetracyclo[4.4.0.12,5.17,10]Dodec-3-ene